CC1=C(C=C(C=C1)C)N1COC(=N1)C(F)(F)F 3-(2,5-dimethylphenyl)-5-trifluoromethyl-1,3,4-oxadiazole